C(C)(C)(C)C1=CC=C(N=N1)C1=CC(=C2C=NC(=NN21)N[C@H]2[C@@H](COCC2)O)F (3S,4R)-4-{[7-(6-tert-butylpyridazin-3-yl)-5-fluoropyrrolo[2,1-f][1,2,4]triazin-2-yl]amino}oxan-3-ol